(2r,3s,4s,5r)-3-(3,4-difluoro-2-methoxyphenyl)-4,5-dimethyl-N-(1-oxoisoindolin-5-yl)-5-(trifluoromethyl)tetrahydrofuran-2-carboxamide FC=1C(=C(C=CC1F)[C@H]1[C@@H](O[C@]([C@H]1C)(C(F)(F)F)C)C(=O)NC=1C=C2CNC(C2=CC1)=O)OC